COC=1C=C(C=CC1OCC#C)CO (3-methoxy-4-(prop-2-yn-1-yloxy)phenyl)methanol